methyl O-2-cyanoethyl phosphonothioate P(OC)(OCCC#N)=S